2-hydroxycyclopentane-1-carboxylic acid trihydrate O.O.O.OC1C(CCC1)C(=O)O